4-(7-bromo-6-chloro-2-(3-(dimethylamino)pyrrolidin-1-yl)-8-fluoroquinazolin-4-yl)piperazine-1-carboxylic acid Tert-butyl ester C(C)(C)(C)OC(=O)N1CCN(CC1)C1=NC(=NC2=C(C(=C(C=C12)Cl)Br)F)N1CC(CC1)N(C)C